(3-hydroxy-2-isobutyl-phenyl)-N-methyl-methanesulfonamide OC=1C(=C(C=CC1)CS(=O)(=O)NC)CC(C)C